C1OCC12CN(C2)C2=NC=C(C=N2)OC2=C(C=C(C=C2)NC(=O)NC(=O)C2CCC(CC2)OC)C N-((4-((2-(2-oxa-6-azaspiro[3.3]heptan-6-yl)pyrimidin-5-yl)oxy)-3-methylphenyl)carbamoyl)-4-methoxycyclohexanecarboxamide